O=C1NC(CCC1N1C(C2=CC=C(C=C2C1)C1=NC=CC(=C1)CN1CC(C1)NC(OC(C)(C)C)=O)=O)=O tert-butyl (1-((2-(2-(2,6-dioxopiperidin-3-yl)-1-oxoisoindolin-5-yl)pyridin-4-yl) methyl)azetidin-3-yl)carbamate